6-Chloro-4-((4-cyclopropyl-2-(N-methylmethylsulfonamido)phenyl)amino)-N-methoxy-2-methylnicotinamide ClC1=NC(=C(C(=O)NOC)C(=C1)NC1=C(C=C(C=C1)C1CC1)N(S(=O)(=O)C)C)C